ClC1=C(C(=CC=C1)OC)B(O)O (2-chloro-6-methoxy-phenyl)boronic acid